bis(4-hydroxy-phenyl)-3-hydroxyphenylmethane OC1=CC=C(C=C1)C(C1=CC(=CC=C1)O)C1=CC=C(C=C1)O